ClC1=CC=C2C(=CNC2=C1C1=NC=CN=C1Cl)S(=O)(=O)NC1=NC(=C(C(=N1)OC)OC(F)F)OC 6-chloro-7-(3-chloropyrazin-2-yl)-N-[5-(difluoromethoxy)-4,6-dimethoxy-pyrimidin-2-yl]-1H-indole-3-sulfonic acid amide